(R)-3-(1-aminoethyl)-6-chloro-7-methoxyquinolin-2(1H)-one N[C@H](C)C=1C(NC2=CC(=C(C=C2C1)Cl)OC)=O